ClC=1C=C(C=CC1F)[C@H](NC(=O)N1[C@@H](C(NCC1)=O)C)[C@@H]1C[C@H](C1)C(F)(F)F (2R)-N-((R)-(3-chloro-4-fluorophenyl)(trans-3-(trifluoromethyl)cyclobutyl)-methyl)-2-methyl-3-oxopiperazine-1-carboxamide